COC=1C=C(C=CC1)N1C(=C2C(N(N=CC2=C1C)C=1C=NC(=CC1)OC)=O)C 6-(3-methoxyphenyl)-2-(6-methoxypyridin-3-yl)-5,7-dimethyl-2,6-dihydro-1H-pyrrolo[3,4-d]pyridazin-1-one